C(C)C=1C=C(C=C2C(=CNC12)C=1CN(CCC1)C(=O)OC(C)(C)C)F tert-Butyl 3-(7-ethyl-5-fluoro-1H-indol-3-yl)-5,6-dihydro-2H-pyridine-1-carboxylate